2,5-dibromo-4-(1-(2,2,2-trifluoroacetyl)piperidin-3-yl)benzoate BrC1=C(C(=O)[O-])C=C(C(=C1)C1CN(CCC1)C(C(F)(F)F)=O)Br